ClC=1N=C2N(N=C(C=C2[C@@H]2[C@H](C2)C(F)F)C=2C(=NC(=NC2)OC)OC)C1 Chloro-8-((1S,2S)-2-(difluoromethyl)cyclopropyl)-6-(2,4-dimethoxypyrimidin-5-yl)imidazo[1,2-b]pyridazine